OCC(CO)(CO)NC(CC1=CC=C(C=C1)NC(C1=CN=CC=C1)=O)=O N-(4-(2-(1,3-dihydroxy-2-(hydroxymethyl)propan-2-ylamino)-2-oxoethyl)phenyl)nicotinamide